4-(3-(methoxymethoxy)-4-(4,5-dioxaborolan-2-yl)phenyl)-1-(tetrahydro-2H-pyran-2-yl)-1H-pyrazole COCOC=1C=C(C=CC1C1BOOC1)C=1C=NN(C1)C1OCCCC1